4-(4-chlorobenzylidene)-1,2-dimethyl-imidazol-5-one ClC1=CC=C(C=C2N=C(N(C2=O)C)C)C=C1